aluminum lithium titanium phosphorus [P].[Ti].[Li].[Al]